tert-butyl cis-1-[(2,6-dichloro-4-pyridyl)-difluoro-methyl]-3-azabicyclo[3.1.0]hexane-3-carboxylate ClC1=NC(=CC(=C1)C([C@@]12CN(C[C@H]2C1)C(=O)OC(C)(C)C)(F)F)Cl